2-(4-(3-isopropyl-2-(2-methylpyridin-4-yl)-1H-indol-5-yl)piperidin-1-yl)-N,N-dimethylacetamide C(C)(C)C1=C(NC2=CC=C(C=C12)C1CCN(CC1)CC(=O)N(C)C)C1=CC(=NC=C1)C